COC1=CC2=C(NN=N2)C=C1 5-methoxy-1H-benzotriazole